NCCCC[C@@H](C(=O)OC(C)(C)C)NC(N[C@H](C(=O)OC(C)(C)C)CCC(=O)OC(C)(C)C)=O (S)-di-tert-butyl 2-(3-((S)-6-amino-1-(tert-butoxy)-1-oxohexan-2-yl)ureido)pentanedioate